3-((tert-butyldiphenylsilyl)oxy)-4,4-difluorobutanamide [Si](C1=CC=CC=C1)(C1=CC=CC=C1)(C(C)(C)C)OC(CC(=O)N)C(F)F